(S)-1-Amino-4-(4-((4-ethylpyridin-2-yl)carbamoyl)phenyl)-2-(1-(3-methylbut-2-enoyl)pyrrolidin-2-yl)-1H-imidazol-5-carboxamid NN1C(=NC(=C1C(=O)N)C1=CC=C(C=C1)C(NC1=NC=CC(=C1)CC)=O)[C@H]1N(CCC1)C(C=C(C)C)=O